(S)-3-(5-(5-(benzylamino)pyrazolo[1,5-a]pyrimidin-3-yl)-1-oxoisoindolin-2-yl)piperidine-2,6-dione C(C1=CC=CC=C1)NC1=NC=2N(C=C1)N=CC2C=2C=C1CN(C(C1=CC2)=O)[C@@H]2C(NC(CC2)=O)=O